N-(3-(1-Aminoethyl)-4-fluorophenyl)-2-(4-fluoro-2-methylphenoxy)-5-(trifluoromethyl)benzamide NC(C)C=1C=C(C=CC1F)NC(C1=C(C=CC(=C1)C(F)(F)F)OC1=C(C=C(C=C1)F)C)=O